NC(C)C1=C2CN(C(C2=CC(=C1)C)=O)C1CCC=2C=CC=NC2C1 4-(1-aminoethyl)-6-methyl-2-(5,6,7,8-tetrahydroquinolin-7-yl)isoindolin-1-one